1-(2-hydroxyethyl)-7-[4-(4-methylpiperazin-1-yl)anilino]-3-[(4S)-8-methyl-1,2,3,4-tetrahydroquinolin-4-yl]-4H-pyrimido[4,5-d]pyrimidin-2-one OCCN1C(N(CC=2C1=NC(=NC2)NC2=CC=C(C=C2)N2CCN(CC2)C)[C@H]2CCNC1=C(C=CC=C21)C)=O